(2R,3S)-N-(7-methoxy-4-(1-methyl-3-phenyl-1H-pyrazol-4-yl)quinazolin-6-yl)-2,3-dimethylpiperazine-1-carboxamide COC1=C(C=C2C(=NC=NC2=C1)C=1C(=NN(C1)C)C1=CC=CC=C1)NC(=O)N1[C@@H]([C@@H](NCC1)C)C